CC(C=C)CCC=C(C)C 3,7-dimethylocta-1,6-dien